tert-Butyl-5-fluoro-6-(2-methoxyethoxy)-3-[2-(trimethylsilyl)ethynyl]-1H-indazol-1-carboxylat C(C)(C)(C)OC(=O)N1N=C(C2=CC(=C(C=C12)OCCOC)F)C#C[Si](C)(C)C